F[C@@H]1C[C@H](N(C1)C)COC1=NC2=CC(=CC=C2C(=C1CC#N)N1[C@@H]2CCN([C@@H]2C1)C(C(=C)F)=O)C1=CC=CC=2CCCCC12 (((2S,4R)-4-fluoro-1-methylpyrrolidin-2-yl)methoxy)-4-((1R,5R)-2-(2-fluoroacryloyl)-2,6-diazabicyclo[3.2.0]hept-6-yl)-7-(5,6,7,8-tetrahydronaphthalen-1-yl)quinoline-3-acetonitrile